BrC1=NN2C(N=CC3=C2C2(CC2)CC3C#N)=C1 2-bromo-6,7-dihydrospiro[cyclopenta[e]pyrazolo[1,5-a]pyrimidine-8,1'-cyclopropane]-6-carbonitrile